1-[(3-methylcyclobutyl)methyl]-1,2,4-triazole-3-carboxylic acid CC1CC(C1)CN1N=C(N=C1)C(=O)O